C(CCC)C(C(=O)OCCCCN(CCCCOC(C(CCCCCC)CCCC)=O)CCN1CCNCC1)CCCCCC ((2-(piperazin-1-yl)ethyl)azanediyl)bis(butane-4,1-diyl) bis(2-butyloctanoate)